NC=1C=C(OC2=CC(=CC=C2)OC2=CC(=CC=C2)N)C=CC1 1,3-bis(3'-aminophenoxy)benzene